CC1(NC(CC(C1)C(CCCCCN)(N)C1CC(NC(C1)(C)C)(C)C)(C)C)C bis(2,2,6,6-tetramethyl-4-piperidyl)-1,6-hexanediamine